4-[5-(4-cyclopropanecarbonylpiperazin-1-yl)pyridin-2-yl]-5-methylthiophene-2-carboxylic acid methyl ester COC(=O)C=1SC(=C(C1)C1=NC=C(C=C1)N1CCN(CC1)C(=O)C1CC1)C